3-(azetidin-1-yl)-6-((4-((3-chloro-2-methoxyphenyl)amino)-2-methyl-3-oxo-2,3-dihydro-1H-pyrazolo[3,4-b]pyridin-6-yl)amino)picolinonitrile N1(CCC1)C=1C(=NC(=CC1)NC1=CC(=C2C(=N1)NN(C2=O)C)NC2=C(C(=CC=C2)Cl)OC)C#N